(R)-6-(5-methoxy-4-((3-(4-methyl-1-oxo-1,3-dihydroisobenzofuran-5-yl)piperazin-1-yl)methyl)-1H-pyrazol-1-yl)-4-methylpyridine-3-carbonitrile COC1=C(C=NN1C1=CC(=C(C=N1)C#N)C)CN1C[C@H](NCC1)C=1C(=C2COC(C2=CC1)=O)C